O[C@@H]1CC2=CC[C@H]3[C@@H]4CC[C@H]([C@@H](CCC(=O)O)C)[C@]4(CC[C@@H]3[C@]2(CC1)C)C 3beta-hydroxy-5-cholenoic acid